C(C(=C)CC(=O)O)(=O)O.COC monomethyl ether itaconate